O1COC2=C1C=CC(=C2)C=CC(=O)N2C(OCC2)=O 3-(3-(benzo[d][1,3]dioxolan-5-yl)acryloyl)oxazolidin-2-one